[3-(6,8-Difluoro-imidazo[1,2-a]pyridin-3-yl)-1-(2,2,2-trifluoroethyl)-1H-pyrazolo[4,3-c]pyridin-6-yl]-1,4-thiazepan-1,1-dioxide FC=1C=C(C=2N(C1)C(=CN2)C2=NN(C1=C2C=NC(=C1)C1S(CCCNC1)(=O)=O)CC(F)(F)F)F